OC1C(NC2=C(OC1)C=C(C=C2)NC2=C(C=C(C=C2)N2CCC(CC2)C(F)(F)F)C)=O 3-hydroxy-8-((2-methyl-4-(4-(trifluoromethyl)piperidin-1-yl)phenyl)amino)-2,3-dihydrobenzo[b][1,4]oxazepin-4(5H)-one